[2-[2-oxo-3-[3-oxo-4-(2-trimethyl silyl ethoxymethyl)pyrazino[2,3-b][1,4]oxazin-6-yl]oxazolidin-5-yl]ethyl]carbamate O=C1OC(CN1C1=NC2=C(OCC(N2COCC[Si](C)(C)C)=O)N=C1)CCNC([O-])=O